(5S)-5-(3-(8-chloro-7-fluoro-1-methyl-1,2,4,5-tetrahydro-3H-benzo[d]azepin-3-yl)-3-oxopropyl)-5-cyclopropylimidazolidine-2,4-dione ClC=1C(=CC2=C(C(CN(CC2)C(CC[C@@]2(C(NC(N2)=O)=O)C2CC2)=O)C)C1)F